FC=1C=C(C(=NC1)C1=NC(=CC=C1)C)C=1C=CC=2N(C1)C(=CN2)C#N 6-(5-Fluoro-6'-methyl-[2,2'-bipyridin]-3-yl)imidazo[1,2-a]pyridin-3-carbonitril